(3E)-14,14-dihexoxy-3-tetradecene-1-ol C(CCCCC)OC(CCCCCCCCC/C=C/CCO)OCCCCCC